(S)-5-((R)-2-(cyclopentylmethyl)-4-(hydroxyamino)-4-oxobutyl)-N-(4-morpholinophenyl)-5-azaspiro[2.4]heptane-6-carboxamide C1(CCCC1)C[C@@H](CN1CC2(CC2)C[C@H]1C(=O)NC1=CC=C(C=C1)N1CCOCC1)CC(=O)NO